FC1=C(C(=CC=C1C1=CC(=NN1)N1CCOCC1)O)N1CC(NS1(=O)=O)=O 5-(2-fluoro-6-hydroxy-3-(3-morpholino-1H-pyrazol-5-yl)phenyl)-1,2,5-thiadiazolidin-3-one 1,1-dioxide